CC=1C=2N(C=C(C1)C1=CC=C(C=C1)N1CCN(CC1)C1COC1)C=C(N2)C2=CC=C(C=C2)S(=O)(=O)C 8-methyl-2-(4-(methylsulfonyl)phenyl)-6-(4-(4-(oxetan-3-yl)piperazin-1-yl)phenyl)imidazo[1,2-a]pyridine